C(C(=C)C)(=O)N[C@@H](CCCCN)C(=O)[O-] methacryloyl-L-lysinate